FC=1C=CC=C2C=C(C(NC12)=O)NC1=NC(=NC=C1)NC=1C=NC(=C(C1)OC)N1CCC(CC1)(C(F)(F)F)O 8-fluoro-3-(2-{6-[4-hydroxy-4-(trifluoromethyl)-1-piperidyl]-5-methoxy-3-pyridylamino}-4-pyrimidinylamino)-1,2-dihydro-2-quinolinone